2-oxo-2-[rac-(2R,5S)-2-(5-chloro-3-pyridyl)-5-methyl-1-piperidyl]acetamide O=C(C(=O)N)N1[C@H](CC[C@@H](C1)C)C=1C=NC=C(C1)Cl |r|